5-amino-N-(3-chloro-4-fluorophenyl)-3-((2r,5r)-5-hydroxy-5-(methylsulfonylmethyl)octahydropentalen-2-yl)-1-methyl-1H-pyrazole-4-carboxamide NC1=C(C(=NN1C)C1CC2CC(CC2C1)(CS(=O)(=O)C)O)C(=O)NC1=CC(=C(C=C1)F)Cl